NC1=CC(=NC(=C1)C=1C=C2C(=NC1)NCC21CC1)N1C(OCCC1)=O 3-(4-amino-6-(1',2'-dihydrospiro[cyclopropane-1,3'-pyrrolo[2,3-b]pyridin]-5'-yl)pyridin-2-yl)-1,3-oxazinan-2-one